C[C@@H]1N(CCC2(C1)OCCC1=C2SC=C1)C(=O)OC(C)(C)C tert-butyl (2'S)-2'-methylspiro[4,5-dihydrothieno[2,3-c]pyran-7,4'-piperidine]-1'-carboxylate